(2-bromo-6-(trifluoromethyl)-benzyl)proline tert-butyl ester C(C)(C)(C)OC([C@H]1N(CCC1)CC1=C(C=CC=C1C(F)(F)F)Br)=O